2-(4,5-dichloro-6-oxopyridazin-1(6H)-yl)-N-(6-methyl-5-((4-methyl-1,4-diazepan-1-yl)sulfonyl)pyridin-3-yl)acetamide ClC=1C=NN(C(C1Cl)=O)CC(=O)NC=1C=NC(=C(C1)S(=O)(=O)N1CCN(CCC1)C)C